IC=1C=C(C=CC1)CN(C)C 1-(3-iodophenyl)-N,N-dimethylmethylamine